C(#C)C=1C(=CC=C2C=C(C=C(C12)C1=CC=C2C(=NC(=NC2=C1F)OC[C@]12CCCN2C[C@@H](C1)F)N1CC(CCC1)(O)C)O)F 1-(7-(8-ethynyl-7-fluoro-3-hydroxynaphthalen-1-yl)-8-fluoro-2-(((2R,7aS)-2-fluorotetrahydro-1H-pyrrolizine-7a(5H)-yl)methoxy)quinazolin-4-yl)-3-methylpiperidin-3-ol